FC=1C(=NC=CC1)CCN1CCC2(OC3(CC3)CN(C2)C(C)C)CC1 8-(2-(3-Fluoropyridin-2-yl)ethyl)-12-isopropyl-4-oxa-8,12-diazadispiro[2.1.5.3]tridecan